tert-butyl 4-(4-(methoxycarbonyl)-3-(piperidin-4-yloxy)phenyl)piperazine-1-carboxylate COC(=O)C1=C(C=C(C=C1)N1CCN(CC1)C(=O)OC(C)(C)C)OC1CCNCC1